COC=1C=C(C=CC1OC)C=1N=C2N(C=C(C=C2C)C2=CC=C(C=C2)N2CCN(CC2)CCOC)C1 2-(3,4-dimethoxyphenyl)-6-(4-(4-(2-methoxyethyl)piperazin-1-yl)phenyl)-8-methylimidazo[1,2-a]pyridine